Cl.CC1([C@H]2CN[C@@H]([C@@H]12)C(=O)OC)C methyl (1R,2S,5S)-6,6-dimethyl-3-azabicyclo[3.1.0]hexane-2-carboxylate, hydrochloride salt